C(C)(C)C1=NOC(=N1)N1CCC(CC1)[C@H](C)OC1=NN2C(S1)=NC(=C2)C2=C(C=C(C=C2)S(=O)(=O)C)C 2-((S)-1-(1-(3-isopropyl-1,2,4-oxadiazol-5-yl)piperidin-4-yl)ethoxy)-6-(2-methyl-4-(methylsulfonyl)phenyl)imidazo[2,1-b][1,3,4]thiadiazol